tert-butyl 4-[(4,5-dichloro-2-methoxyphenyl)carbonyl]piperidine-1-carboxylate ClC1=CC(=C(C=C1Cl)C(=O)C1CCN(CC1)C(=O)OC(C)(C)C)OC